C(=O)O.N[C@H]1[C@@H](CCCC1)C1=C(C2=NC(=CC(=C2S1)NCC1=CC=CC=C1)Cl)I 2-((1r,2r)-2-aminocyclohexyl)-N-benzyl-5-chloro-3-iodothieno[3,2-b]pyridin-7-amine formate